FC1=CC=2N(C=C1)C(=CN2)C2=C1CNC(C1=C(C=C2)NC2=NC(=C(C=C2)[C@H]2COCC2)CNC)=O (S)-4-(7-fluoro-imidazo[1,2-a]pyridin-3-yl)-7-((6-((methyl-amino)methyl)-5-(tetrahydrofuran-3-yl)pyridin-2-yl)amino)isoindolin-1-one